2-(3,6-diazabicyclo[3.1.1]heptan-3-yl)-7-(thiazol-2-yl)-4-(2,2,2-trifluoro-1-(2-methoxyethoxy)ethyl)benzo[d]oxazole C12CN(CC(N1)C2)C=2OC1=C(N2)C(=CC=C1C=1SC=CN1)C(C(F)(F)F)OCCOC